6-((1R,6S)-3-oxabicyclo[4.1.0]hept-6-yl)quinoline-4-carboxylic acid ethyl ester C(C)OC(=O)C1=CC=NC2=CC=C(C=C12)[C@]12CCOC[C@@H]2C1